Ethyl 6-(tetrahydrofuran-3-yl)-6H-thieno[2,3-b]pyrrole-5-carboxylate O1CC(CC1)N1C2=C(C=C1C(=O)OCC)C=CS2